C(#N)C1=C(C=CC(=C1)C(F)(F)F)N1CCC(CC1)(C(=O)N)C=1C=CC(=NC1)C=1C(=NC=CC1)OCC 1-[2-cyano-4-(trifluoromethyl)phenyl]-4-{2'-ethoxy-[2,3'-bipyridinyl]-5-yl}piperidine-4-carboxamide